2,6-dihydroxy-N-(2-methoxyethyl)-N,5'-dimethyl-4-pentyl-2'-(prop-1-en-2-yl)-[1,1'-biphenyl]-3-carboxamide OC1=C(C(=CC(=C1C(=O)N(C)CCOC)CCCCC)O)C1=C(C=CC(=C1)C)C(=C)C